4-cyclopropyl-9-(2-isopropoxyethyl)-1-oxa-4,9-diazaspiro[5.5]undecan-3-one C1(CC1)N1C(COC2(C1)CCN(CC2)CCOC(C)C)=O